(4-(benzyloxy)phenyl)-N-(2-(piperidine-1-yl)ethyl)thiazole-4-carboxamide C(C1=CC=CC=C1)OC1=CC=C(C=C1)C=1SC=C(N1)C(=O)NCCN1CCCCC1